P(O)(O)O.[Al](Cl)(Cl)Cl aluminum trichloride (phosphite)